Methyl 4-(N-(2-chloro-6-(trifluoromethyl)phenyl)sulfamoyl)-2,5-dimethyl-1H-pyrrole-3-carboxylate ClC1=C(C(=CC=C1)C(F)(F)F)NS(=O)(=O)C=1C(=C(NC1C)C)C(=O)OC